FC1([C@H](C1)C(=O)NC1=NC=C2C=C(C=3N(C2=C1)N=CN3)C=3C=NC(=CC3C)[C@H](CC=C)O)F (R)-2,2-difluoro-N-(4-(6-((S)-1-hydroxybut-3-en-1-yl)-4-methylpyridin-3-yl)-[1,2,4]triazolo[1,5-a][1,6]naphthyridin-8-yl)cyclopropane-1-carboxamide